FC1=CC2=C(N(C(N=C2N2[C@H](CN(CC2)C(C=C)=O)C)=O)C2=C(C=CC=C2C(C)C)F)N=C1C1=C(C=CC=C1O)F 6-fluoro-7-(2-fluoro-6-hydroxyphenyl)-1-(2-fluoro-6-(2-propanyl)phenyl)-4-((2S)-2-methyl-4-(2-propenoyl)-1-piperazinyl)pyrido[2,3-d]pyrimidin-2(1H)-one